CC1=C(N=NC(=C1C)N1CC=2C=C(C=NC2CC1)C1=CC(=NC=C1)C)C(=O)NCC1=CC=NC=C1 4,5-Dimethyl-6-(3-(2-methylpyridin-4-yl)-7,8-dihydro-1,6-naphthyridin-6(5H)-yl)-N-(pyridin-4-ylmethyl)pyridazine-3-carboxamide